ClC1=C(C=C2C=C(N=CC2=C1)NC(=O)C1C(C1)C1=NN(C=C1)C)N1CCN(CC1)C1(COCC1F)C N-[7-chloro-6-[4-(4-fluoro-3-methyl-tetrahydrofuran-3-yl)piperazin-1-yl]-3-isoquinolyl]-2-(1-methylpyrazol-3-yl)cyclopropanecarboxamide